tert-butyl 2-(6-bromo-1-(2-(2-methoxyphenyl)-2-(piperidin-1-yl) ethyl)-5-methyl-2,4-dioxo-1,4-dihydrothieno[2,3-d]pyrimidin-3(2H)-yl)-2-methylpropionate BrC1=C(C2=C(N(C(N(C2=O)C(C(=O)OC(C)(C)C)(C)C)=O)CC(N2CCCCC2)C2=C(C=CC=C2)OC)S1)C